CC1=C(C(=CC(=C1)C)CC1=C(C=C(C(=C1)F)F)F)O 2,4-dimethyl-6-(2,4,5-trifluorobenzyl)phenol